ClC1=CC=C(C=C1)C(C(=O)N1CC(C1)CN1CCN(CC1)C1=C2C(N(C(C2=CC=C1)=O)C1C(NC(CC1)=O)=O)=O)(F)F 4-(4-((1-(2-(4-chlorophenyl)-2,2-difluoroacetyl)azetidin-3-yl)methyl)piperazin-1-yl)-2-(2,6-dioxopiperidin-3-yl)isoindoline-1,3-dione